COC1=CC=C(C2=CC=CC=C12)N=NC1=CC=C(C=C1)S(=O)(=O)[O-].[Na+] Sodium 4-[(4-methoxy-1-naphthyl)diazenyl]benzenesulfonate